(S)-2-[[6-[5-ethyl-3-methyl-4-oxo-6-(trifluoromethyl)imidazo[4,5-c]pyridin-2-yl]-5-(ethylsulfonimidoyl)-3-pyridyl]oxy]-2-methyl-propanenitrile C(C)N1C(C2=C(C=C1C(F)(F)F)N=C(N2C)C2=C(C=C(C=N2)OC(C#N)(C)C)[S@](=O)(=N)CC)=O